FC1=CC=C(CCCC(=O)N[C@@H](CCC(=O)O)C(=O)O)C=C1 3-(4-fluorobenzyl)propionyl-glutamic acid